BrC=1C=C(C=C(C1)Cl)NC(NC1=C(C(=O)NCCC)C=CC(=C1)Br)=O 2-[3-(3-bromo-5-chlorophenyl)ureido]-4-bromo-N-propylbenzamide